dihydropyrido-pyrimidinone N1C(NCC2=C1C=CC=N2)=O